4-(2,5-difluorophenyl)-3-nitropicolinaldehyde FC1=C(C=C(C=C1)F)C1=C(C(=NC=C1)C=O)[N+](=O)[O-]